COC1=NC=CC=C1C1=CN=C(O1)[C@H](CC=C)NC(OC(C)(C)C)=O (S)-tert-butyl (1-(5-(2-methoxypyridin-3-yl)oxazol-2-yl)but-3-en-1-yl)carbamate